5-(4-benzyl-6-morpholinopyridin-2-yl)pyrimidin-2-amine C(C1=CC=CC=C1)C1=CC(=NC(=C1)N1CCOCC1)C=1C=NC(=NC1)N